3-[2,5-Bis(propan-2-yl)thiophen-3-yl]-1-{[(3S,5S)-5-fluoro-1-methylpiperidin-3-yl](1-methyl-1H-pyrazol-4-yl)sulfamoyl}urea CC(C)C=1SC(=CC1NC(NS(N(C=1C=NN(C1)C)[C@@H]1CN(C[C@H](C1)F)C)(=O)=O)=O)C(C)C